The molecule is a methanesulfonate salt, a pyrrolidinone and an organic heterotricyclic compound. It has a role as a fluorochrome. It contains a triethylammonium ion and an Alexa Fluor 430(1-). CC[NH+](CC)CC.CC1(C=C(C2=C(N1CCCCCC(=O)ON3C(=O)CCC3=O)C=C4C(=C2)C(=CC(=O)O4)C(F)(F)F)CS(=O)(=O)[O-])C